3,3-diethoxypropan-1-ol C(C)OC(CCO)OCC